C(C)(C)C1OC(C=CC1=O)O 2-isopropyl-6-hydroxy-2H-pyran-3(6H)-one